NC(=N)NCCCCN1C(SC=C1)C=1N=CSC1 N-(4-{[amino(imino)methyl]amino}butyl)-2,4'-bi-1,3-thiazole